C1(CC1)C1=C(CN2C(N(CC=3C2=NN(C3)C)C3CCN(CC3)C=3C(=NC=CC3C)OC)=O)C=CC=C1 7-(2-Cyclopropyl-benzyl)-5-(2'-methoxy-4'-methyl-3,4,5,6-tetrahydro-2H-[1,3']bipyridinyl-4-yl)-2-methyl-2,4,5,7-tetrahydro-pyrazolo[3,4-d]pyrimidin-6-on